methyl (2S)-2-(tert-butoxycarbonylamino)-3-(3-chloro-4-methoxy-phenyl)propanoate C(C)(C)(C)OC(=O)N[C@H](C(=O)OC)CC1=CC(=C(C=C1)OC)Cl